C1(=C(C=CC=C1)C1=C(C2=C(SC3=C2C=CC=C3)C=C1)C1=C(C=CC=C1)C1=NN=NC(=C1C1=CC=CC=C1)C1=CC=CC=C1)C1=CC=CC=C1 biphenylyl[(diphenyltriazinyl)phenyl]dibenzothiophene